1,5-dihydro-2H-pyrrole-2-one N1C(C=CC1)=O